3-(5-(((1R,2S,3S)-rel-2-((4,4-difluorocyclohexyl)amino)-3-hydroxycyclohexyl)methyl)-1-oxoisoindolin-2-yl)piperidine-2,6-dione FC1(CCC(CC1)N[C@H]1[C@H](CCC[C@@H]1O)CC=1C=C2CN(C(C2=CC1)=O)C1C(NC(CC1)=O)=O)F |o1:8,9,13|